C(C)N1CCC2=C(CC1)C(C1=CC=CC=C1C2=O)=O 3-ethyl-2,3,4,5-tetrahydro-1H-naphtho[2,3-d]azepine-6,11-dione